CC(COC(CCC1=CC(=C(C(=C1)C)O)C(C)(C)C)=O)(C)C1OCC2(CO1)COC(OC2)C(COC(CCC2=CC(=C(C(=C2)C)O)C(C)(C)C)=O)(C)C 3,9-bis[1,1-dimethyl-2-{beta-(3-tert-butyl-4-hydroxy-5-methylphenyl)propionyloxy}ethyl]-2,4,8,10-tetraoxaspiro[5.5]undecane